C(C=C)(=O)O.C(C=C)(=O)O.C1(=CC=C(C=C1)C)C para-xylene diacrylate